C(C)OC(=O)C=1N(C2=CC=CC=C2C1)C1([C@H]2CSC[C@@H]12)C(N)=NO 1-[(1R,5S,6R)-6-(N'-hydroxycarbamimidoyl)-3-thiabicyclo[3.1.0]hex-6-yl]-1H-indole-2-carboxylic acid ethyl ester